1-(tetrahydro-2H-pyran-4-yl)-1,5-dihydro-4H-pyrazolo[3,4-d]pyrimidin-4-one O1CCC(CC1)N1N=CC2=C1N=CNC2=O